N1(CCCC1)CCO 2-(1-pyrrolidinyl)ethanol